CN(C1=NC=2N(C3=CC(=CC=C13)CC(=O)N)C=NN2)C2=CC=CC=C2 (5-(methyl-(phenyl)amino)-[1,2,4]triazolo[4,3-a]quinazolin-8-yl)acetamide